ClCC1=CC(=C2CN(C(C2=C1)=O)C1=NC(=CC(=C1)C1=C(C=C(C#N)C=C1)C1=NN=CN1C)C1CC1)F 4-{2-[6-(chloromethyl)-4-fluoro-1-oxo-3H-isoindol-2-yl]-6-cyclopropylpyridin-4-yl}-3-(4-methyl-1,2,4-triazol-3-yl)benzonitrile